3,4,5-trifluorocinnamic acid chloride FC=1C=C(C=CC(=O)Cl)C=C(C1F)F